C(C1CO1)C12C(CC(C(C1)C(=O)O)C(=O)O)(O2)CC2CO2 diglycidyl-1,2-epoxycyclohexane-4,5-dicarboxylic acid